1-hexyl-4-ethylpyridinium chloride [Cl-].C(CCCCC)[N+]1=CC=C(C=C1)CC